BrC=1C=CC=2C=CC3=CC=CC=C3C2C1Br 3,4-dibromophenanthrene